(2-fluoro-6-methyl-3-pyridyl)boronic acid FC1=NC(=CC=C1B(O)O)C